C(C)(C)(C)OC(=O)N[C@@H](CCC(N)=O)C(=O)O t-butoxycarbonyl-glutamine